5-(benzofuran-2-yl)-7-methylquinoxaline-2-carboxylic acid ethyl ester C(C)OC(=O)C1=NC2=CC(=CC(=C2N=C1)C=1OC2=C(C1)C=CC=C2)C